C(C)(C)(C)NC(CN(C)C=1C2=C(N=C(N1)C1=NC=C(N=C1)OC)CCC2)=O N-tert-butyl-2-{[2-(5-methoxypyrazin-2-yl)-5H,6H,7H-cyclopenta[d]pyrimidin-4-yl](methyl)amino}acetamide